COC(=O)C=1C(NC2=CC=NC=C2C1)=O 2-oxo-1,2-dihydro-1,6-naphthyridine-3-carboxylic acid methyl ester